(Z)-2-(4-chlorophenyl)-2-(methoxyimino)acetic acid ClC1=CC=C(C=C1)/C(/C(=O)O)=N/OC